Cl.BrC1=NN(C(=C1C(=O)N)NCC1CC1)[C@@H]1CNCC1 3-bromo-5-[(cyclopropylmethyl)amino]-1-[(3S)-pyrrolidin-3-yl]pyrazole-4-carboxamide hydrochloride